6-[(1S,5R)-2-azabicyclo[3.1.0]hexan-2-ylmethyl]-2-(3-{3-[(4-methyl-1,2,4-triazol-3-yl)methyl]oxetan-3-yl}phenyl)-4-(trifluoromethyl)-3H-isoindol-1-one [C@H]12N(CC[C@@H]2C1)CC1=CC(=C2CN(C(C2=C1)=O)C1=CC(=CC=C1)C1(COC1)CC1=NN=CN1C)C(F)(F)F